ClC1=NC2=CC=C(C=C2C=C1CN1N=NC(=C1C)C(C)=O)OC 2-chloro-6-methoxy-3-((4-acetyl-5-methyl-1H-1,2,3-triazol-1-yl)methyl)quinoline